3'-allyl-2'-hydroxy-4,4'-dimethoxymethoxychalcone C(C=C)C=1C(=C(C(/C=C/C2=CC=C(C=C2)OCOC)=O)C=CC1OCOC)O